6-(4-((2-(2-ethyl-1H-benzo[d]imidazol-1-yl)-9-methyl-6-morpholino-9H-purin-8-yl)methyl)-3-oxopiperazin-1-yl)-6-oxohexanoic acid C(C)C1=NC2=C(N1C1=NC(=C3N=C(N(C3=N1)C)CN1C(CN(CC1)C(CCCCC(=O)O)=O)=O)N1CCOCC1)C=CC=C2